ClC1=C(C=C2C(=NC=3N(C2=C1)C=NN3)N(C=3C=C(C=C(C3)F)CC(C#C)(O)C)C)F (3-((8-chloro-7-fluoro-[1,2,4]triazolo[4,3-a]quinazolin-5-yl)(methyl)amino)-5-fluorophenyl)-2-methylbut-3-yn-2-ol